OC1=C(C=CC(=C1)OC(F)(F)F)C1=C2C(=C(N=N1)N[C@H]1CN(CCC1)C(=O)OC(C)(C)C)COCC2 tert-butyl (3R)-3-({1-[2-hydroxy-4-(trifluoromethoxy)phenyl]-7,8-dihydro-5H-pyrano[3,4-d]pyridazin-4-yl}amino)piperidine-1-carboxylate